FC=1C=C(C=CC1C(=O)N1CCC(CC1)OC)C1=CC=CN2C1=NC(=CC2=O)C(F)(F)F 9-(3-fluoro-4-((4-methoxypiperidin-1-yl)carbonyl)phenyl)-2-(trifluoromethyl)-4H-pyrido[1,2-a]pyrimidin-4-one